N[C@@H]1[C@@H](OCC12CCN(CC2)C=2C(=NC(=C(N2)C)C2=C(C(=NC(=C2)NC)Cl)Cl)CO)C {3-[(3S,4S)-4-amino-3-methyl-2-oxa-8-azaspiro[4.5]dec-8-yl]-6-[2,3-dichloro-6-(methylamino)pyridin-4-yl]-5-methylpyrazin-2-yl}methanol